2-Nitropyrene [N+](=O)([O-])C1=CC2=CC=C3C=CC=C4C=CC(=C1)C2=C43